8a-Ethyl-7-(7H-pyrrolo[2,3-d]pyrimidin-4-yl)-3,4,4a,5,6,8-hexahydro-1H-2,7-naphthyridin-2-carbaldehyd C(C)C12CN(CCC2CCN(C1)C=O)C=1C2=C(N=CN1)NC=C2